N-(6-bromopyrazin-2-yl)-4-fluoropyrrolidine BrC1=CN=CC(=N1)N1CCC(C1)F